(4-hydroxybenzyl)amino-2-[(1-methyl-1H-pyrazol-4-yl)amino]pyrimidin-5-carboxamide OC1=CC=C(CNC2=NC(=NC=C2C(=O)N)NC=2C=NN(C2)C)C=C1